methyl 3-bromo-4-(((1R,3R)-3-((methoxycarbonyl)amino) cyclopentyl)amino)-1H-pyrrolo[2,3-b]pyridine-5-carboxylate BrC1=CNC2=NC=C(C(=C21)N[C@H]2C[C@@H](CC2)NC(=O)OC)C(=O)OC